2-(3,5-dichloro-4-((5-isopropyl-6-oxo-1,6-dihydropyridazin-3-yl)oxy)phenyl)-3,5-dioxo-2,3,4,5-tetrahydro-1,2,4-triazin-6-carbonitrile ClC=1C=C(C=C(C1OC1=NNC(C(=C1)C(C)C)=O)Cl)N1N=C(C(NC1=O)=O)C#N